DL-asparagin N[C@@H](CC(N)=O)C(=O)O |r|